1,3-diimino-4-fluoro-1H-isoindole N=C1NC(C2=C(C=CC=C12)F)=N